OC1=C(C(N(C2=CC=CC=C12)CC(C)C)=O)C(=O)NC=1OC=CN1 4-hydroxy-1-isobutyl-N-(oxazol-2-yl)-2-oxo-1,2-dihydroquinoline-3-carboxamide